O=C1NC(=NC2=C1CN(CCC2)C(=O)OC(C)(C)C)C2(CC2)C2=CN=C(O2)C2=CC=CC=C2 tert-butyl 4-oxo-2-(1-(2-phenyloxazol-5-yl)cyclopropyl)-3,4,5,7,8,9-hexahydro-6H-pyrimido[5,4-c]azepine-6-carboxylate